[N+](=O)([O-])C1=CC(=NN1)C(=O)OCC ethyl 5-nitro-1H-pyrazole-3-carboxylate